NC(CCC(C(=O)N)C1=NC=CC=C1)CNC(=O)NCCCCCC(=O)NC1=NC=C(C=C1)N 5-amino-2-pyridinyl-6-(3-(6-((5-amino-2-pyridinyl)amino)-6-oxohexyl)ureido)hexanamide